N-(4-(1-(N-(DIMETHYLCARBAMOYL)SULFAMOYL)-1,2,3,6-TETRAHYDROPYRIDIN-4-YL)PHENYL)-5-FLUORO-ISOINDOLINE-2-CARBOXAMIDE CN(C(=O)NS(=O)(=O)N1CCC(=CC1)C1=CC=C(C=C1)NC(=O)N1CC2=CC=C(C=C2C1)F)C